C(C)OCC=1N(C2=C(C(=NC=3C=CC=CC23)NC(C2=CC=CC=C2)(C2=CC=CC=C2)C2=CC=CC=C2)N1)C[C@H](C)O[P@](=O)(OC1=CC=CC=C1)N[C@@H](C)C(=O)OC(C)C isopropyl ((S)-(((S)-1-(2-(ethoxymethyl)-4-(triphenylmethylamino)-1H-imidazo[4,5-c]quinolin-1-yl) propan-2-yl) oxy) (phenoxy) phosphoryl)-L-alaninate